6-methyl-4-(o-tolylthio)-2-(trifluoromethyl)quinazoline CC=1C=C2C(=NC(=NC2=CC1)C(F)(F)F)SC1=C(C=CC=C1)C